ClC1=C(C#N)C=CC(=C1C)N1CC2(CC1)CCN(CC2)C2=CC=C(C=C2)C(=O)N2CCC(CC2)CN2CCN(CC2)C2=CC(=CC=C2)N[C@H]2C(NC(CC2)=O)=O (R)-2-Chloro-4-(8-(4-(4-((4-(3-((2,6-dioxo-piperidin-3-yl)amino)-phenyl)piperazin-1-yl)-methyl)piperidine-1-carbonyl)phenyl)-2,8-diazaspiro[4.5]decan-2-yl)-3-methylbenzonitrile